ammonium tristyrylphenol C(=CC1=CC=CC=C1)C1=C(C(=C(C=C1)O)C=CC1=CC=CC=C1)C=CC1=CC=CC=C1.[NH4+]